ClC=1N=C(N=NC1C#N)N1CC(CCC1)N1C(N(CC1)C=1C=NC=CC1)=O 5-chloro-3-(3-(2-oxo-3-(pyridin-3-yl)imidazolin-1-yl)piperidin-1-yl)-1,2,4-triazin-6-carbonitrile